1,2-dioctanoyl-glycero-3-phosphorylcholine C(CCCCCCC)(=O)OCC(OC(CCCCCCC)=O)COP(=O)(O)OCC[N+](C)(C)C